(1r,4r)-methyl 4-(((5-(3-bromo-2-chlorophenyl)-3-methoxypyrazin-2-yl)methyl)amino)cyclohexane-1-carboxylate BrC=1C(=C(C=CC1)C=1N=C(C(=NC1)CNC1CCC(CC1)C(=O)OC)OC)Cl